BrC1=CC=2C3=C(C=NC2C=C1F)N(CC31CC(C1)OC)C 8'-bromo-7'-fluoro-3-methoxy-3'-methylspiro[cyclobutane-1,1'-pyrrolo[2,3-c]quinolin]